1,2-Cyclohexanedicarboxylic anhydride C12C(CCCC1)C(=O)OC2=O